COC1(CCC1)C1=CC=C2C=C(C(NC2=C1)=O)C(=O)O 7-(1-methoxycyclobutyl)-2-oxo-1,2-dihydroquinoline-3-carboxylic acid